C(CCCCCCCCC)([O-])[O-] decanediolate